C(CCCCC(=O)O)CCCC(=O)CCCCCCO The molecule is an omega-hydroxy-long-chain fatty acid that is hexadecanoic acid substituted by an oxo group at position 10 and by a hydroxy group at position 16. It has a role as a plant metabolite. It is an oxo fatty acid and an omega-hydroxy-long-chain fatty acid.